2-(benzo[b]thiophen-6-yl)-3-(methylamino)butan-1-ol S1C2=C(C=C1)C=CC(=C2)C(CO)C(C)NC